O[C@@H](CN1CNC2=NC=C(C=C21)C2=CC(=CC=C2)C(F)(F)F)CC |r| (R/S)-1-(2-hydroxybutyl)-6-[3-(trifluoromethyl)phenyl]-3H-imidazo[4,5-b]Pyridine